C1(=CC=CC=C1)C1=C(SC=C1)C(=O)O Phenylthiophene-2-Carboxylic Acid